CCCCC/C=C\\C/C=C\\C/C=C\\C/C=C\\CCCCCCCCCCC[C@H](CC(=O)SCCNC(=O)CCNC(=O)[C@@H](C(C)(C)COP(=O)([O-])OP(=O)([O-])OC[C@@H]1[C@H]([C@H]([C@@H](O1)N2C=NC3=C(N=CN=C32)N)O)OP(=O)([O-])[O-])O)O The molecule is a 3-hydroxy fatty acyl-CoA(4-) obtained by deprotonation of the phosphate and diphosphate OH groups of (3R,15Z,18Z,21Z,24Z)-3-hydroxytriacontatetraenoyl-CoA; major species at pH 7.3. It is a (R)-3-hydroxyacyl-CoA(4-), a 3-hydroxy fatty acyl-CoA(4-) and an 11,12-saturated fatty acyl-CoA(4-). It is a conjugate base of a (3R,15Z,18Z,21Z,24Z)-3-hydroxytriacontatetraenoyl-CoA.